phenanthroline-4,7-dicarboxaldehyde N1=CC=C(C2=CC=C3C(=CC=NC3=C12)C=O)C=O